CC(CC(C)=O)=O Pentan-2,4-dion